NC1=CC=C2C=CC3=CC=CC4=CC=C1C2=C34 amino-anti-pyrene